(3aR,5s,6aS)-5-Hydroxyhexahydrocyclopenta[c]pyrrole-2(1H)-carboxylic acid tert-butyl ester C(C)(C)(C)OC(=O)N1C[C@@H]2[C@H](C1)CC(C2)O